bis-(5-iodo-2-methoxyphenyl) carbonate C(OC1=C(C=CC(=C1)I)OC)(OC1=C(C=CC(=C1)I)OC)=O